6-(((4-((3,4-dichloro-2-fluorophenyl)amino)-7-methoxyquinazolin-6-yl)oxy)methyl)-2-(2,6-dioxopiperidin-3-yl)-4-fluoroisoindoline-1,3-dione ClC=1C(=C(C=CC1Cl)NC1=NC=NC2=CC(=C(C=C12)OCC1=CC(=C2C(N(C(C2=C1)=O)C1C(NC(CC1)=O)=O)=O)F)OC)F